ClCCNCCCl Bis(2-chloroethyl)amin